C1(=CC=CC=C1)C(N1CCN(CC1)CCCSC1=C2C(N(C(=NC2=CC=C1)C)C1C(NC(CC1)=O)=O)=O)C1=CC=CC=C1 3-(5-((3-(4-diphenylmethylpiperazin-1-yl)propyl)thio)-2-methyl-4-oxoquinazolin-3(4H)-yl)piperidine-2,6-dione